3-fluoro-1H-1,7-naphthyridin-2-one FC=1C(NC2=CN=CC=C2C1)=O